C(#N)C1CC2(C1)C[C@H](N(CC2)CC2=C1C=CNC1=C(C=C2OC)C)C2=CC=C(C(=O)N1CC(C1)CC(=O)O)C=C2 2-(1-(4-((2R,4r,6S)-2-cyano-7-((5-methoxy-7-methyl-1H-indol-4-yl)methyl)-7-azaspiro[3.5]nonan-6-yl)benzoyl)azetidin-3-yl)acetic acid